N,N-dimethyl-1-hydroxy-2-propyl-amine CN(C)C(CO)C